5-((6-cyanopyridin-2-yl)amino)-3-(4-((2,2,2-trifluoroethyl)sulfonamido)phenyl)-1H-pyrazole-4-carboxamide C(#N)C1=CC=CC(=N1)NC1=C(C(=NN1)C1=CC=C(C=C1)NS(=O)(=O)CC(F)(F)F)C(=O)N